BrC=1C=C2C(NC(=NC2=CC1)C(=O)OCC)=O ethyl 6-bromo-4-oxo-3,4-dihydroquinazoline-2-carboxylate